tert-Butyl (NE)-N-{(4S)-4-[3-(benzyloxycarbonylamino)-2-chlorophenyl]-1-[3-hydroxy-3-(trifluoromethyl)cyclobutyl]-4-methyl-6-oxohexahydropyrimidin-2-ylidene}carbamate C(C1=CC=CC=C1)OC(=O)NC=1C(=C(C=CC1)[C@]1(N/C(/N(C(C1)=O)C1CC(C1)(C(F)(F)F)O)=N\C(OC(C)(C)C)=O)C)Cl